O=C1NC(CCC1N1C(C2=CC=CC(=C2C1)SCCCCCCCCCCCN1CCN(CC1)C1=CC=C(C(=O)N2CCC(CC2)CCCCNC(\C=C\C=2C=NC=CC2)=O)C=C1)=O)=O (E)-N-(4-(1-(4-(4-(11-((2-(2,6-dioxopiperidin-3-yl)-1-oxoisoIndoline-4-yl)thio)undecyl)piperazin-1-yl)benzoyl)piperidin-4-yl)butyl)-3-(pyridin-3-yl)acrylamide